N-(1,1-dimethylethyl)dimethylsilanecarboxamide titanium [Ti].CC(C)(C)NC(=O)[SiH](C)C